OC1=C(C=CC(=C1)C(F)(F)F)C1=C2C(=C(N=N1)N1C[C@@](CC1)(O)C1=CC=CC=C1)N=CC=C2 (S)-1-(5-(2-hydroxy-4-(trifluoromethyl)phenyl)pyrido[2,3-d]pyridazin-8-yl)-3-phenylpyrrolidin-3-ol